C1=CC=CC=2C3=CC=CC=C3N(C12)C=1C(=C(C=C(C1)C)N(C1=C(C=CC=C1)C=1C(=C(C=C(C1)C)C12CC3CC(CC(C1)C3)C2)O)CCN(C)C)O 2'-((3-(9H-carbazol-9-yl)-2-hydroxy-5-methylphenyl)(2-(dimethylamino)ethyl)amino)-3-(adamantan-1-yl)-5-methyl-[1,1'-biphenyl]-2-ol